C(C)(C)(C)[Si](OCC1OC1)(C)C tert-butyl(dimethyl)[(oxiran-2-yl)methoxy]silane